ClC1=C(C=CC=C1F)C1=CC=CC2=C1NC(=NS2(=O)=O)NC 5-(2-chloro-3-fluorophenyl)-3-(methylamino)-4H-benzo[e][1,2,4]thiadiazine 1,1-dioxide